C(#N)C=1N(C2=CC=C(C(=C2C1)C)CN1CCC2(CN(C2)C2=NC=NC3=CC=C(C=C23)CC(F)(F)F)CC1)CC12CC(C1)(C2)NC=O N-[3-[[2-cyano-4-methyl-5-[[2-[6-(2,2,2-trifluoroethyl)quinazolin-4-yl]-2,7-diazaspiro[3.5]nonan-7-yl]methyl]indol-1-yl]methyl]-1-bicyclo[1.1.1]pentanyl]formamide